C1(CCC1)CC1=CC=C2C(=N1)NC=C2C2=CC1=C(C=N2)N=C(N1C(C)C)C 6-(6-(cyclobutylmethyl)-1H-pyrrolo[2,3-b]pyridin-3-yl)-1-isopropyl-2-methyl-1H-imidazo[4,5-c]pyridine